(E)-5-Benzylidene-8-ethyl-1,1-dimethyl-1,2,5a,6,8,13b-hexahydro-3H,5H-pyrazolo[1'',2'':1',2']pyrazolo[3',4':3,4]cyclopenta[1,2-b]carbazol-3-one C(/C1=CC=CC=C1)=C/1\N2N(C3C1CC1=CC=4N(C=5C=CC=CC5C4C=C13)CC)C(CC2=O)(C)C